CC1CC(C1)C=1C=2N(N=C(C1)N1C(NC(C=C1)=O)=O)C=CN2 (8-(3-methylcyclobutyl)imidazo[1,2-b]pyridazin-6-yl)pyrimidine-2,4(1H,3H)-dione